[C@H]12CC(C[C@H](CC1)N2)C(C(=O)N)C(C)O ((1R,3r,5S)-8-azabicyclo[3.2.1]octan-3-yl)-3-hydroxybutanamide